(2R,8aS)-3',6-dimethyl-3,4,4a,5,8,8a-hexahydro-1H-spiro[1,4-methanonaphthalene-2,2'-oxirane] CC1[C@]2(O1)C1[C@H]3CC=C(CC3C(C2)C1)C